carbon chromacycloheptane [Cr]1CCCCCC1.[C]